FC1=C2C=CN(C2=C(C=C1)C)[C@@H]1C[C@@H](CCC1)C1=CC=NC=C1 4-fluoro-7-methyl-N-((1S,3R)-3-(pyridin-4-yl)cyclohexyl)-1H-indole